CC1(C2=CC=CC=C2C=2C=CC(=CC12)NC1=CC=C(C=C1)C(C)(C)C)C N-(9,9-dimethylfluoren-2-yl)-4-t-butylaniline